4-((5-(3-(2'-fluoro-[1,1'-biphenyl]-4-yl)propyl)-1,2,4-oxadiazol-3-yl)methyl)morpholine FC1=C(C=CC=C1)C1=CC=C(C=C1)CCCC1=NC(=NO1)CN1CCOCC1